CIS-2,2-dimethyl-3-(8-(methylamino)-2-oxo-8-phenyl-1,3-diazaspiro[4.5]decan-3-yl)propanenitrile CC(C#N)(CN1C(NC2(C1)CCC(CC2)(C2=CC=CC=C2)NC)=O)C